N[C@@H](CSC(C(=O)O)CC(=O)O)C(=O)O S-Cysteinosuccinic acid